3-cyclopentyl-propanenitrile C1(CCCC1)CCC#N